NC1=C(C(=O)OC)C=C(C(=C1)OCCCl)OC methyl 2-amino-4-(2-chloroethoxy)-5-methoxybenzoate